C(C(C)C)C1=CC=C(C(=O)C2=C(C(=C(C=C2)CN(C([O-])=O)C)O)O)C=C1 4-(4-isobutylbenzoyl)-2,3-dihydroxyphenyl-dimethylcarbamate